NC1C[C@@H](N(CC1)C(=O)OC(C)(C)C)C (2S)-tert-butyl 4-amino-2-methylpiperidine-1-carboxylate